1,2-benzisothiazoline S1N=CC2=C1C=CC=C2